C(C)(=O)[O-].[NH+]1=C(C=CC=C1)C α-picolinium acetate